2-Hydroxy-5-(5-((2-oxocyclohexylidene)methyl)furan-2-yl)benzoic acid OC1=C(C(=O)O)C=C(C=C1)C=1OC(=CC1)C=C1C(CCCC1)=O